OC(CC(=O)OC1=C2C(C(=O)NC2=O)=CC=C1)C 3-hydroxybutyryl-oxy-phthalimide